FC(C)(F)C1=NC=CC(=N1)N1N=C(C=2C=NC(=CC21)NC(C)=O)N2CC1CCCC(C2)N1C N-(1-(2-(1,1-difluoroethyl)pyrimidin-4-yl)-3-(9-methyl-3,9-diazabicyclo[3.3.1]nonan-3-yl)-1H-pyrazolo[4,3-c]pyridin-6-yl)acetamide